ClC1=C(C=CC=2N(C(SC21)=O)COCC[Si](C)(C)C)B2OC(C(O2)(C)C)(C)C 7-chloro-6-(4,4,5,5-tetramethyl-1,3,2-dioxaborolan-2-yl)-3-((2-(trimethylsilyl)ethoxy)methyl)benzo[d]thiazol-2(3H)-one